CC1=CCC2CC1C2(C)C 4,7,7-trimethylbicyclo[3.1.1]hept-3-ene